(3'r)-1'-(6-amino-5-chloropyrimidin-4-yl)-3-(3-chloro-5-fluorophenylamino)-1,3'-bipiperidin-2-one NC1=C(C(=NC=N1)N1C[C@@H](CCC1)N1C(C(CCC1)NC1=CC(=CC(=C1)F)Cl)=O)Cl